O,O-DIETHYL S-((2-HYDROXY-5-METHYLPHENYL)(PHENYL)METHYL) PHOSPHOROTHIOATE P(OCC)(OCC)(SC(C1=CC=CC=C1)C1=C(C=CC(=C1)C)O)=O